(E)-N-((1,2-Dimethyl-1H-indol-3-yl)methyl)-N-methyl-3-(2'-oxo-1',2'-dihydrospiro-[cyclobutane-1,3'-pyrrolo[2,3-b]pyridine]-5'-yl)acrylamid CN1C(=C(C2=CC=CC=C12)CN(C(\C=C\C=1C=C2C(=NC1)NC(C21CCC1)=O)=O)C)C